C(C)(CC)C1C(NC2=C(CN1C=1N=CN(C(C1)=O)C)C=CC=C2)=O 3-(sec-butyl)-4-(1-methyl-6-oxo-1,6-dihydropyrimidin-4-yl)-1,3,4,5-tetrahydro-2H-benzo[1,4]diazepin-2-one